The molecule is an aldehydic acid anion resulting from the deprotonation of the carboxy group of (R)-3-hydroxy-4-oxobutanoic acid. It is an oxo monocarboxylic acid anion and an aldehydic acid anion. It is a conjugate base of a (R)-3-hydroxy-4-oxobutanoic acid. C([C@H](C=O)O)C(=O)[O-]